C(C)(=O)NC=1C=C(C(=O)O)C=CC1C1OCCO1 3-acetamido-4-(1,3-dioxolan-2-yl)benzoic acid